C(CCC)N(C1CC(N(C(C1)(C)C)C)(C)C)C1=NC(=NC(=N1)N(CCCC)C1CC(N(C(C1)(C)C)C)(C)C)NCCCN(CCN(CCCNC1=NC(=NC(=N1)N(CCCC)C1CC(N(C(C1)(C)C)C)(C)C)N(CCCC)C1CC(N(C(C1)(C)C)C)(C)C)C1=NC(=NC(=N1)N(CCCC)C1CC(N(C(C1)(C)C)C)(C)C)N(CCCC)C1CC(N(C(C1)(C)C)C)(C)C)C1=NC(=NC(=N1)N(CCCC)C1CC(N(C(C1)(C)C)C)(C)C)N(CCCC)C1CC(N(C(C1)(C)C)C)(C)C 1,5,8,12-tetrakis[4,6-bis(N-butyl-N-(1,2,2,6,6-pentamethyl-4-piperidyl)amino)-1,3,5-triazine-2-yl]-1,5,8,12-tetraazadodecane